ClC1=CC(=C(C(=C1)C)C1([C@@H](CN(C[C@@H]1C)C(=O)OC(C)(C)C)C)O)F tert-butyl (3R,4s,5S)-4-(4-chloro-2-fluoro-6-methylphenyl)-4-hydroxy-3,5-dimethylpiperidine-1-carboxylate